4-(oxetan-3-ylthio)-5-(trifluoromethyl)pyrimidin O1CC(C1)SC1=NC=NC=C1C(F)(F)F